(S)-7-((2-aminopyrimidin-4-yl)methyl)-4-(cyclopropylethynyl)-6-fluoro-4-(trifluoromethyl)-3,4-dihydroquinazolin-2(1H)-one NC1=NC=CC(=N1)CC1=C(C=C2[C@](NC(NC2=C1)=O)(C(F)(F)F)C#CC1CC1)F